C(CCC)[Sn](C1=C2C(=CN=C1)N(N=C2)C2OCCCC2)(CCCC)CCCC tributyl-(1-tetrahydropyran-2-yl-pyrazolo[3,4-c]pyridin-4-yl)stannane